(2-(4-methoxy-2,6-dimethylphenyl)-2-phenylethyl)(phenyl)selenane COC1=CC(=C(C(=C1)C)C(CC1([Se]CCCC1)C1=CC=CC=C1)C1=CC=CC=C1)C